ClC=1C=C(C=NC1)N 5-chloro-pyridin-3-amine